5-bromo-4-chloro-3-indolylphosphate BrC=1C(=C2C(=CNC2=CC1)OP(=O)([O-])[O-])Cl